C(CCCCCCCCCCC)N1C=NCC1 Dodecyl-imidazoline